N-(phenylpropyl)urea C1(=CC=CC=C1)CCCNC(=O)N